chloro-N-(2,2,2-trifluoroethyl)-[2,4'-bipyridine]-2'-carboxamide ClC=1C(=NC=CC1)C1=CC(=NC=C1)C(=O)NCC(F)(F)F